3'-methyl-2'-oxo-1-phenyl-2',3'-dihydrospiro[azetidine-3,1'-pyrrolo[2,3-c]quinolin] CN1C(C2(C3=C1C=NC=1C=CC=CC31)CN(C2)C2=CC=CC=C2)=O